1,3-Propylenoxid C1CCO1